iron-chromium-copper-nickel [Ni].[Cu].[Cr].[Fe]